C(#N)C1CC(C1)N1N=CC(=C1)C1=NNC=2C1=NC(=C(C2)OC)C2(CCC1=CC=CC=C21)C#N (3-(1-(3-Cyanocyclobutyl)-1H-pyrazol-4-yl)-6-methoxy-1H-pyrazolo[4,3-b]pyridin-5-yl)-2,3-dihydro-1H-indene-1-carbonitrile